C1(CCCC1)N(C(=O)C=1N=C(SC1)C=1C=NN(C1)C1=CC=CC=C1)C1CC1 N-cyclopentyl-N-cyclopropyl-2-(1-phenyl-1H-pyrazol-4-yl)-1,3-thiazole-4-carboxamide